((((((2R,3S,4R,5R)-5-(6-chloro-5-cyano-4-(cyclopentylamino)-1H-pyrrolo[2,3-b]pyridin-1-yl)-3,4-dihydroxytetrahydrofuran-2-yl)methoxy)methyl)phosphoryl)bis(oxy))bis(methylene) diacetate C(C)(=O)OCOP(=O)(COC[C@H]1O[C@H]([C@@H]([C@@H]1O)O)N1C=CC=2C1=NC(=C(C2NC2CCCC2)C#N)Cl)OCOC(C)=O